N-cyclopropyl-2-fluoro-4-methyl-5-{1-[6-(4-methyl-piperazine-1-carbonyl)-imidazo[1,2-a]pyridin-3-yl]-1H-pyrazol-4-yl}-benzamide C1(CC1)NC(C1=C(C=C(C(=C1)C=1C=NN(C1)C1=CN=C2N1C=C(C=C2)C(=O)N2CCN(CC2)C)C)F)=O